CON(C(=O)[C@@H]1N(CCN(C1)C(=O)[O-])C(=O)[O-])C (R)-2-(methoxy(methyl)carbamoyl)piperazine-1,4-dicarboxylate